1-[6-(2-methyl-2H-1,2,3-triazol-4-yl)pyridin-3-yl]methylamine CN1N=CC(=N1)C1=CC=C(C=N1)CN